4-(4-(difluoromethoxy)phenyl)-6-((2-((2R,6S)-2,6-dimethylmorpholino)-5-fluoropyrimidin-4-yl)amino)pyridazine-3-carboxylic acid FC(OC1=CC=C(C=C1)C1=C(N=NC(=C1)NC1=NC(=NC=C1F)N1C[C@H](O[C@H](C1)C)C)C(=O)O)F